azol-3(1H)-one N1CC(C=C1)=O